[Si](C)(C)(C(C)(C)C)OC[C@H]1N(C[C@H](C1)C(F)(F)F)C(=O)OC(C)(C)C (2S,4S)-tert-Butyl 2-(((tert-butyldimethylsilyl)oxy)methyl)-4-(trifluoromethyl)pyrrolidine-1-carboxylate